C(C)(C)(C)N1C(=NN(C1=O)CCC=1C(=C(C(=O)N)C=CC1)C(F)(F)F)C(F)(F)F [2-[4-tert-butyl-5-oxo-3-(trifluoromethyl)-1,2,4-triazol-1-yl]ethyl]-2-(trifluoromethyl)benzamide